C1=CC=CC=2C(=C=CC3=C(C21)C=CC=C3)N 5-dibenzocycloheptadienamine